NC1=CC(=C(C=2N1N=CN2)C(=O)NC2=NC(=CC(=C2)C)N2CCC(CC2)(F)F)N2CCC1(CC1)CC2 5-amino-7-{6-azaspiro[2.5]oct-6-yl}-N-[6-(4,4-difluoropiperidin-1-yl)-4-methylpyridin-2-yl]-[1,2,4]triazolo[1,5-a]pyridine-8-carboxamide